C1(=CC=CC=C1)[S+](C1=CC=CC=C1)C1=CC=CC=C1.C(C)O[Si](CCCC(C(=O)[O-])CC(=O)O)(OCC)OCC 3-(triethoxysilyl)propylsuccinic acid mono-triphenylsulfonium salt